NC1=C(C2=C(N(C(=N2)C2=C(C=NC=C2)F)C)C=C1)N1[C@H](COCC1)CNC(OC(C)(C)C)=O (S)-tert-butyl (4-(5-amino-2-(3-fluoropyridin-4-yl)-1-methyl-1H-benzo[d]imidazol-4-yl)morpholin-3-yl)methylcarbamate